(R)-1-ethynyl-4-((1-methyl-1H-pyrazol-4-yl)methyl)-N-(1-methylcyclopropyl)-5-oxo-1,2,4,5-tetrahydroimidazo[1,2-a]quinazoline-7-sulfonamide C(#C)[C@@H]1CN=C2N1C1=CC=C(C=C1C(N2CC=2C=NN(C2)C)=O)S(=O)(=O)NC2(CC2)C